C1=CC=CC=2C3=CC=CC=C3C(C12)COC(=O)N[C@@H](CCCCNC(CCOCCOCCOCCOCCOCCOCCOCCOCCOCCOCCOCCOC)=O)C(=O)NCC(=O)OC(C)(C)C tert-Butyl (S)-(44-((((9H-fluoren-9-yl)methoxy)carbonyl)amino)-38-oxo-2,5,8,11,14,17,20,23,26,29,32,35-dodecaoxa-39-azapentatetracontan-45-oyl)glycinate